(2s,4s)-N-((1s,3s)-3-(3-chloro-5-methylphenyl)cyclobutyl)-N-methyl-6-oxo-7-oxa-5-azaspiro[3.4]octane-2-carboxamide ClC=1C=C(C=C(C1)C)C1CC(C1)N(C(=O)C1CC2(C1)NC(OC2)=O)C